[Rb].N1=C(C=CC=C1)C1=C(C=CC(=C1)C1=CC=C(C=C1)C=1C=NC=CC1)O 2-(pyridin-2-yl)-4-(4-(pyridin-3-yl)phenyl)phenol rubidium